N-(6-(5-chloro-6-fluoro-7-((3-methyl-1H-pyrazol-1-yl)methyl)-1H-indazol-4-yl)imidazo[1,2-a]pyrazin-2-yl)-2-fluorocyclopropane-1-carboxamide ClC=1C(=C2C=NNC2=C(C1F)CN1N=C(C=C1)C)C=1N=CC=2N(C1)C=C(N2)NC(=O)C2C(C2)F